(4R)-4-(3,4,5-trifluorophenyl)pyrrolidin-2-one FC=1C=C(C=C(C1F)F)[C@H]1CC(NC1)=O